(9H-fluoren-9-yl)methyl (1,31-diazido-16-(1-azido-13-oxo-3,6,9-trioxa-12-azapentadecan-15-yl)-13,19-dioxo-3,6,9,23,26,29-hexaoxa-12,20-diazahentriacontan-16-yl)carbamate N(=[N+]=[N-])CCOCCOCCOCCNC(CCC(CCC(NCCOCCOCCOCCN=[N+]=[N-])=O)(CCC(NCCOCCOCCOCCN=[N+]=[N-])=O)NC(OCC1C2=CC=CC=C2C=2C=CC=CC12)=O)=O